ClC1=C(C=CC=C1)[C@H](C)NC1=NC=C(C(=O)N[C@H](C)\C=C\S(=O)(=O)C)C=C1 6-(((S)-1-(2-chlorophenyl)ethyl)amino)-N-((R,E)-4-(methylsulfonyl)but-3-en-2-yl)nicotinamide